(2R,3R,4R,5R,6S)-6-(allyloxy)-2-((4-(3-methoxyphenyl)-1H-1,2,3-triazol-1-yl)methyl)-5-((4-(trifluoromethyl)pyrimidin-2-yl)amino)tetrahydro-2H-pyran-3,4-diol C(C=C)O[C@@H]1[C@@H]([C@H]([C@H]([C@H](O1)CN1N=NC(=C1)C1=CC(=CC=C1)OC)O)O)NC1=NC=CC(=N1)C(F)(F)F